ClC1=C(C=C(C(=O)N2CCC(CC2)CCC)C=C1)N1C(NC(CC1)=O)=O 3-(1-(4-Chloro-3-(2,4-dioxotetrahydropyrimidin-1(2H)-yl)benzoyl)piperidin-4-yl)propane